C(#N)C=1C(=NC(=NC1)NC=1C(=CC(=C(C1)NC(C=C)=O)N(CC1N(CCC1)C)C([2H])([2H])[2H])OC)C1=CN(C2=CC=CC=C12)C1CC1 N-(5-((5-Cyano-4-(1-cyclopropyl-1H-indol-3-yl)pyrimidin-2-yl)amino)-4-methoxy-2-((methyl-d3)((1-methylpyrrolidin-2-yl)methyl)amino)phenyl)acrylamide